C(C)OC1=C(NCC#C)C=CC(=C1)S(=O)(=O)C 2-ethoxy-4-(methylsulfonyl)-N-(prop-2-yn-1-yl)aniline